BrC1=C(NC=C1)CNCC1=CC=C(C=C1)OC 1-(3-bromo-1H-pyrrol-2-yl)-N-(4-methoxybenzyl)methanamine